n-Octyl-triethoxysilane C(CCCCCCC)[Si](OCC)(OCC)OCC